1,9-bis(trimethoxysilyl)nonane Tert-butyl-(1r,5s,6r)-6-(1H-tetrazol-5-yl)-3-azabicyclo[3.1.0]hexane-3-carboxylate C(C)(C)(C)OC(=O)N1C[C@H]2C([C@H]2C1)C1=NN=NN1.CO[Si](CCCCCCCCC[Si](OC)(OC)OC)(OC)OC